NC1CCC(CC1)CN1C(N(C2=C1C=CC=C2)C=2C=NC(=CC2)C)=O 1-(((1r,4r)-4-aminocyclohexyl)methyl)-3-(6-methylpyridin-3-yl)-1H-benzo[d]imidazol-2(3H)-one